Tert-butyl (8aS)-6-chloro-5-(5-methyl-1H-indazol-4-yl)-2-morpholino-8a,9,11,12-tetrahydropyrazino[2',1':3,4][1,4]oxazepino[5,6,7-de]quinazoline-10(8H)-carboxylate ClC1=C2C3=C(N=C(N=C3C=C1C1=C3C=NNC3=CC=C1C)N1CCOCC1)N1[C@H](CO2)CN(CC1)C(=O)OC(C)(C)C